8-bromo-7-(difluoromethoxy)quinoline BrC=1C(=CC=C2C=CC=NC12)OC(F)F